NCC(=O)N1[C@@H](CCC1)C(=O)N[C@@H](CO)C(=O)O glycyl-prolyl-serine